9,9-bis(3-phenyl-4-allyloxyphenyl)fluorene C1(=CC=CC=C1)C=1C=C(C=CC1OCC=C)C1(C2=CC=CC=C2C=2C=CC=CC12)C1=CC(=C(C=C1)OCC=C)C1=CC=CC=C1